6,7-dipropyl-1-naphthol C(CC)C=1C=C2C=CC=C(C2=CC1CCC)O